OC1CCC(CC1)CN1C=NC=2C1=NC(=CN2)C2=CC=C(C=C2)O 1-(((1r,4r)-4-Hydroxycyclohexyl)methyl)-6-(4-hydroxyphenyl)-1H-imidazo[4,5-b]pyrazin